(tributylphosphoranylidene(tributylphosphanylidene))acetonitrile C(CCC)P(CCCC)(CCCC)=CCCCP(CCCC)(CCCC)=CC#N